N1(CCC1)CC1CCC(CC1)NC1=CC(=NC=C1C1=NN(C=C1)C(F)F)NC1=NC(=NC=C1F)C=1C=NN(C1)S(=O)(=O)C1CC1 N4-((1s,4s)-4-(Azetidin-1-ylmethyl)cyclohexyl)-N2-(2-(1-(cyclopropylsulfonyl)-1H-pyrazol-4-yl)-5-fluoropyrimidin-4-yl)-5-(1-(difluoromethyl)-1H-pyrazol-3-yl)pyridine-2,4-diamine